NC1=NC=2C=CC(=CC2C2=C1COC2)C(=O)N2[C@H](COCC2)C=2C=NC(=CC2)OC(F)(F)F (4-amino-1,3-dihydrofuro[3,4-c]quinolin-8-yl)-[(3S)-3-[6-(trifluoromethoxy)-3-pyridyl]morpholin-4-yl]methanone